2-[(R)-3-tetradecanoyloxytetradecanoylamino]ethyl 2-Deoxy-4-O-phosphono-3-O-[(R)-3-tetradecanoyloxytetradecanoyl]-2-[(R)-3-tetradecanoyloxy-tetradecanoylamino]-β-D-glucopyranoside P(=O)(O)(O)O[C@H]1[C@@H]([C@H]([C@H](OCCNC(C[C@@H](CCCCCCCCCCC)OC(CCCCCCCCCCCCC)=O)=O)O[C@@H]1CO)NC(C[C@@H](CCCCCCCCCCC)OC(CCCCCCCCCCCCC)=O)=O)OC(C[C@@H](CCCCCCCCCCC)OC(CCCCCCCCCCCCC)=O)=O